5-(1,3-dioxoisoindolin-2-yl)-6-(prop-1-en-2-yl)-2H-indazol O=C1N(C(C2=CC=CC=C12)=O)C1=CC2=CNN=C2C=C1C(=C)C